[3-(3,6-diphenyl-9H-carbazol-9-yl)propyl]phosphonic acid C1(=CC=CC=C1)C=1C=CC=2N(C3=CC=C(C=C3C2C1)C1=CC=CC=C1)CCCP(O)(O)=O